C(C)(C)OC1OC(C(O1)(C)C)(C)C 2-isopropoxy-4,4,5,5-tetramethyl-1,3-dioxolane